perfluoro-3,6-dioxaheptan-1-ol FC(C(OC(C(OC(F)(F)F)(F)F)(F)F)(F)F)(O)F